6-chloro-2-(4'-methoxy-[1,1'-biphenyl]-4-yl)quinoline-4-carboxylic acid ClC=1C=C2C(=CC(=NC2=CC1)C1=CC=C(C=C1)C1=CC=C(C=C1)OC)C(=O)O